6,7-difluoro-8-hydroxy-1,4-dihydro-4-oxoquinoline-3-carboxylic acid ethyl ester C(C)OC(=O)C1=CNC2=C(C(=C(C=C2C1=O)F)F)O